2-(2,4-dinitrophenylamino)propyltriethoxysilane [N+](=O)([O-])C1=C(C=CC(=C1)[N+](=O)[O-])NC(C[Si](OCC)(OCC)OCC)C